1-(6-Fluoro-3-(4-(methylsulfonyl)piperidine-1-carbonyl)quinolin-4-yl)-4-methylpiperidine-4-carbonitrile FC=1C=C2C(=C(C=NC2=CC1)C(=O)N1CCC(CC1)S(=O)(=O)C)N1CCC(CC1)(C#N)C